FCCOC1=CC=C(C=C1)CCCN1N=CC=2C=3N(C(=NC21)N)N=C(N3)C=3OC=CC3 7-(3-(4-(2-Fluoroethoxy)phenyl)propyl)-2-(furan-2-yl)-7H-pyrazolo[4,3-e][1,2,4]triazolo[1,5-c]pyrimidin-5-amin